[O-]S(=O)(=O)C(F)(F)F.N1[NH+]=CC=C1 1H-pyrazole-2-ium triflate